C(C)(C)(C)OC(=O)N1C[C@H](CC1)N(C1=CC=C2C=CC=NC2=C1)C (S)-3-(methyl-(quinolin-7-yl)amino)pyrrolidine-1-carboxylic acid tert-butyl ester